C(C)(C)(C)OC(CC1=NC=CC(=C1)C)=O 4-methylpyridine-2-acetic acid tert-butyl ester